BrC=1C(=C(C(=C(C=O)C1)F)Cl)OC 5-Bromo-3-chloro-2-fluoro-4-methoxy-benzaldehyde